2-[2-oxo-2-(2,2,4-trimethyl-1,2,3,4-tetrahydroquinolin-1-yl)ethyl]-2,3-dihydro-1H-isoindole-1,3-dione O=C(CN1C(C2=CC=CC=C2C1=O)=O)N1C(CC(C2=CC=CC=C12)C)(C)C